5-(5-methoxypyridin-3-yl)-3-methyl-N-(3-(methylamino)-3-oxopropyl)-N-((5-methylfuran-2-yl)methyl)benzo[b]thiophene-2-carboxamide COC=1C=C(C=NC1)C1=CC2=C(SC(=C2C)C(=O)N(CC=2OC(=CC2)C)CCC(=O)NC)C=C1